(((6-bromopyridin-2-yl)oxy)methyl)-3-fluorocyanobenzene BrC1=CC=CC(=N1)OCC1=C(C=CC=C1F)C#N